CS(=O)(=O)C=1C(=C(C2=CC=CC=C2C1)C1=CC=CC2=CC=CC=C12)P(C(C)(C)C)C(C)(C)C Methanesulfonyl-(2-(di-tert-butylphosphino)-1,1'-binaphthyl)